ClC=1N=C(SC1)C=1N=NN(C1)[C@@H]1[C@H]([C@@H](SC2=CC(=CC(=C2)C#N)Cl)O[C@@H]([C@@H]1O)CO)O 3-chloro-5-cyanophenyl 3-[4-(4-chlorothiazol-2-yl)-1H-1,2,3-triazol-1-yl]-3-deoxy-1-thio-alpha-D-galactopyranoside